S1C=NC2=C1C(=CC=C2)C2=NC1=C(C=C(C=C1C(N2C)=O)C)[C@@H](C)NC=2C(=NC(=CC2)Cl)C(=O)OC (R)-methyl 3-(1-(2-(benzo[d]thiazol-7-yl)-3,6-dimethyl-4-oxo-3,4-dihydroquinazolin-8-yl)ethylamino)-6-chloropicolinate